C12(CC(C1)C2)NC(CN2C(C(=CC=C2)NC([C@H](CC/C=C/C(=O)NC2CCCC2)NC(=O)C=2C(=NC1=NC=CC=C1C2)C)=O)=O)=O (S,E)-N7-(1-(2-(bicyclo[1.1.1]pentan-1-ylamino)-2-oxoethyl)-2-oxo-1,2-dihydropyridin-3-yl)-N1-cyclopentyl-6-(2-methyl-1,8-naphthyridine-3-carboxamido)hept-2-enediamide